tert-butyl 4-[6-(imidazol-1-yl)pyridine-2-amido]piperidine-1-carboxylate N1(C=NC=C1)C1=CC=CC(=N1)C(=O)NC1CCN(CC1)C(=O)OC(C)(C)C